NC1=C(C=NN1C=1C=NC(=CC1C)OC1=C(C=CC=C1F)F)C(=O)C1=CC=2C(=CC=C3CCN(CC23)CC)N1 (5-amino-1-{6-[(2,6-difluorophenyl)oxy]-4-methylpyridin-3-yl}pyrazol-4-yl)(2-ethyl-2,3,4,7-tetrahydro-1H-pyrrolo[2,3-H]isoquinolin-8-yl)methanone